OC1=CC=C(C(=O)O)C=C1.C[C@@H]1C(=CC2=CC=C(C=C2C1)OCCCC(F)(F)F)CN1CC(C1)C(=O)O 1-{[(3S)-3-methyl-6-(4,4,4-trifluorobutoxy)-3,4-dihydronaphthalen-2-yl]methyl}azetidine-3-carboxylic acid mono-4-hydroxybenzoate